5-(Benzyloxy)-8-fluoro-2-(3-methyl-1-benzofuran-2-yl)quinoline C(C1=CC=CC=C1)OC1=C2C=CC(=NC2=C(C=C1)F)C=1OC2=C(C1C)C=CC=C2